triethanolamine monostearyl-phosphate C(CCCCCCCCCCCCCCCCC)OP(=O)(O)O.N(CCO)(CCO)CCO